((2,6-dibromobenzyl)amino)-2-oxoacetic acid methyl ester COC(C(=O)NCC1=C(C=CC=C1Br)Br)=O